CON(C(CC1=CC=CC=C1)C)C N-Methoxy-N-methyl-1-phenylpropan-2-amine